BrC=1SC=2C(N[C@@H](CN3C2C1OC(C3)(F)F)CC#N)=O (R)-2-(2-bromo-4,4-difluoro-9-oxo-4,5,6,7,8,9-hexahydro-3-oxa-1-thia-5a,8-diazabenzo[cd]azulen-7-yl)acetonitrile